FC1=CC=C(CS(=O)C2=NC3=C(N2)C=CC=C3)C=C1 2-((4-fluorobenzyl)sulfinyl)-1H-benzo[d]imidazole